CSCC[C@@H](C(=O)O)[15NH2] L-methionine-15N